7-[3-(cyclohexylcarbamoyl)azetidin-1-yl]-5-methyl-4-oxo-1-(1,2,4-thiadiazol-5-yl)-1,4-dihydro-1,8-naphthyridine-3-carboxylic acid C1(CCCCC1)NC(=O)C1CN(C1)C1=CC(=C2C(C(=CN(C2=N1)C1=NC=NS1)C(=O)O)=O)C